C(C)(C)(C)N(C(O)=O)CCCCCBr.COC=1C=C2C(=CC=NC2=CC1OC)OC1=CC=C(C=C1)NC([C@@H](NCC1=CC=CC=C1)CC(C)C)=O N1-(4-{[6,7-bis(methyloxy)quinolin-4-yl]oxy}phenyl)-N2-(phenylmethyl)leucinamide Tert-butyl(5-bromopentyl)carbamate